3-(1-cyclopropylazetidin-3-yl)-4,7-dimethyl-3,4-dihydro-5H-pyrazolo[3,4-c]isoquinolin-5-one C1(CC1)N1CC(C1)N1N=CC2=C1N(C(C=1C=C(C=CC21)C)=O)C